tert-butyl N-(3-hydroxycyclobutyl)-N-[(3S)-pyrrolidin-3-yl]carbamate OC1CC(C1)N(C(OC(C)(C)C)=O)[C@@H]1CNCC1